BrC1=CC=C(C=C1)C1NC(CC1)CO[Si](C(C)C)(C(C)C)C(C)C 2-(4-Bromophenyl)-5-(((triisopropylsilyl)oxy)methyl)pyrrolidine